C(=O)(OC(C)(C)C)N1[C@H](CC1)C(=O)O N-Boc-(R)-azetidine-2-carboxylic acid